ClC=1C=C2C(=CN=C(C2=CN1)N1[C@@H](CC1)C)C(CC#N)C 3-(6-chloro-1-((R)-2-methylazetidin-1-yl)-2,7-naphthyridin-4-yl)butyronitrile